4-chloro-1-(1-(1-(5-methoxypyridin-3-yl)-1H-pyrazol-4-yl)ethyl)pyridin-2(1H)-one ClC1=CC(N(C=C1)C(C)C=1C=NN(C1)C=1C=NC=C(C1)OC)=O